tert-Butyl (S)-4-(2-fluoro-4-((4-(3-phenylisooxazolidin-2-yl)-5-(trifluoromethyl)pyrimidin-2-yl) Amino)phenyl)piperidine-1-carboxylate FC1=C(C=CC(=C1)NC1=NC=C(C(=N1)N1OCC[C@H]1C1=CC=CC=C1)C(F)(F)F)C1CCN(CC1)C(=O)OC(C)(C)C